14-chloro-20,22-difluoro-15-hydroxy-10-oxa-17lambda6-thia-18-azatetracyclo[17.3.1.112,16.02,7]tetracosa-1(23),2,4,6,12,14,16(24),19,21-nonaene-11,17,17-trione ClC=1C=C2C(OCCC3=CC=CC=C3C=3C(=CC(=C(NS(C(C1O)=C2)(=O)=O)C3)F)F)=O